Br.N[C@@H](CCCNC(=O)N)C(=O)O citrulline hydrobromide